tert-butyl (S)-((2'-(3-amino-2-methoxyphenyl)-3'-chloro-6-methoxy-[2,4'-bipyridin]-5-yl)methyl)((5-oxopyrrolidin-2-yl)methyl)carbamate NC=1C(=C(C=CC1)C1=NC=CC(=C1Cl)C1=NC(=C(C=C1)CN(C(OC(C)(C)C)=O)C[C@H]1NC(CC1)=O)OC)OC